NC1=NC=C(C2=C1C(=C(N2C)I)C2=CC=C(C=C2)N=S2(CCCCC2)=O)C#N 4-amino-2-iodo-1-methyl-3-(4-((1-oxotetrahydro-2H-1λ6-thiopyran-1-ylidene)amino)phenyl)-1H-pyrrolo[3,2-c]pyridine-7-nitrile